C(C)(C)(C)OC(=O)N1[C@H](CN(CC1)C1=NC(=NC(=C1[N+](=O)[O-])CC1(CCCC2=C(C(=CC=C12)C)F)C(=O)OC)Cl)CC#N (2S)-4-(2-chloro-6-((5-fluoro-1-(methoxycarbonyl)-6-methyl-1,2,3,4-tetrahydronaphthalen-1-yl)methyl)-5-nitropyrimidin-4-yl)-2-(cyanomethyl)piperazine-1-carboxylic acid tert-butyl ester